6-(2,2-difluorocyclopropyl)-N-(8-fluoro-7-(2-hydroxypropan-2-yl)-2-(piperidin-4-yl)imidazo(1,2-a)pyridin-6-yl)picolinamide FC1(C(C1)C1=CC=CC(=N1)C(=O)NC=1C(=C(C=2N(C1)C=C(N2)C2CCNCC2)F)C(C)(C)O)F